C1(CC1)C1=C(C=NC(=C1)N1N=CC(=C1)CNC[C@@H](C=1C(=C2COC(C2=CC1)=O)C)O)C#N (R)-4-cyclopropyl-6-(4-(((2-hydroxy-2-(4-methyl-1-oxo-1,3-dihydroisobenzofuran-5-yl)ethyl)amino)methyl)-1H-pyrazol-1-yl)pyridine-3-carbonitrile